((1S,6R,7R)-7-(2,3-difluorophenyl)-3-(3-(2,4-dimethyl-2H-indazol-5-yl)-1H-pyrazolo[3,4-b]pyrazin-6-yl)-3-azabicyclo[4.1.0]heptan-7-yl)methanamine FC1=C(C=CC=C1F)[C@]1([C@@H]2CCN(C[C@H]12)C1=CN=C2C(=N1)NN=C2C2=C(C1=CN(N=C1C=C2)C)C)CN